(3R,5'S)-5-amino-1'-(N-(4,6-difluoro-1H-indole-2-carbonyl)-N-methyl-L-leucyl)-2-oxospiro[indoline-3,3'-pyrrolidine]-5'-carboxamide NC=1C=C2C(=CC1)NC([C@@]21CN([C@@H](C1)C(=O)N)C([C@@H](N(C)C(=O)C=1NC2=CC(=CC(=C2C1)F)F)CC(C)C)=O)=O